S(=O)(=O)(O)O.N[C@@H](C)C(=O)O.N[C@@H](C)C(=O)O alanine hemisulphate